C(=C)(C)C=1OC(CN1)CCCC 2-isopropenyl-5-butyl-2-oxazoline